2-[(6-methyl-5,8-dioxonaphthalene-2-carbonyl)amino]-3-phenylpropionic acid CC=1C(C=2C=CC(=CC2C(C1)=O)C(=O)NC(C(=O)O)CC1=CC=CC=C1)=O